3-(difluoromethoxy)-5-fluoroaniline FC(OC=1C=C(N)C=C(C1)F)F